N-((S)-2-((6-oxo-5-(trifluoromethyl)-1,6-dihydropyridazine-4-yl)amino)propoxy)acetamide O=C1C(=C(C=NN1)N[C@H](CONC(C)=O)C)C(F)(F)F